2-[6-[3-(Difluoromethyl)-4-fluoro-phenyl]pyrazolo[3,4-b]pyrazin-1-yl]-1-(3-fluoroazetidin-1-yl)ethanone FC(C=1C=C(C=CC1F)C1=CN=C2C(=N1)N(N=C2)CC(=O)N2CC(C2)F)F